C(C)(C)(C)OC(=O)N1CCC(=CC1=O)C1=CC=CC=2OC(OC21)(C)C2=C(C=C(C=C2)Cl)F 4-(2-(4-Chloro-2-fluorophenyl)-2-methylbenzo[d][1,3]dioxol-4-yl)-6-oxo-3,6-dihydropyridine-1(2H)-carboxylic acid tert-butyl ester